C1(CC1)C1=NOC(=N1)C=1C=C(C=CC1)N(C(=O)C1CCCCC1)CC12CCC(CC1)(CC2)C=2OC(=CN2)C N-(3-(3-cyclopropyl-1,2,4-oxadiazol-5-yl)phenyl)-N-((4-(5-methyloxazol-2-yl)bicyclo[2.2.2]octan-1-yl)methyl)cyclohexanecarboxamide